(2-((S)-1-(3,4-difluorophenyl)-6-oxopiperidin-2-yl)-1-((trans)-4-methoxycyclohexyl)-1H-benzo[d]imidazol-5-yl)methanesulfonamide FC=1C=C(C=CC1F)N1[C@@H](CCCC1=O)C1=NC2=C(N1[C@@H]1CC[C@H](CC1)OC)C=CC(=C2)CS(=O)(=O)N